NC1=CC=C(C=C1)NC(=O)C=1N(C=C(C1)NC(CCCOC=1C(=CC2=C(N=C[C@H]3N(C2=O)CCCC3)C1)O)=O)C (S)-N-(4-Aminophenyl)-4-(4-((2-hydroxy-12-oxo-6a,7,8,9,10,12-hexahydrobenzo[e]pyrido[1,2-a][1,4]diazepin-3-yl)oxy)butanamido)-1-methyl-1H-pyrrole-2-carboxamide